3-((6-((2-amino-2-oxo-1-phenylethyl)thio)-3,5-dicyano-4-ethylpyridin-2-yl)(methyl)amino)-2-hydroxy-2-methylpropanamide NC(C(C1=CC=CC=C1)SC1=C(C(=C(C(=N1)N(CC(C(=O)N)(C)O)C)C#N)CC)C#N)=O